C(#N)C=1C=C(C=CC1N1CCC(CC1)O)N(S(=O)(=O)CCC)CC1=CC=C(C=C1)F N-(3-cyano-4-(4-hydroxypiperidin-1-yl)phenyl)-N-(4-fluorobenzyl)propane-1-sulfonamide